bis(1-(t-butylperoxy)-1-methylethyl)benzene C(C)(C)(C)OOC(C)(C)C1=C(C=CC=C1)C(C)(OOC(C)(C)C)C